4,5-Dichloro-2-cyclopropylpyridazin-3(2H)-one ClC=1C(N(N=CC1Cl)C1CC1)=O